Tert-butyl ((1R,3S)-3-((5-chloro-4-(6,6-dimethyl-6,7-dihydro-5H-pyrrolo[1,2-a]imidazol-3-yl)pyridin-2-yl)carbamoyl)cyclohexyl)carbamate ClC=1C(=CC(=NC1)NC(=O)[C@@H]1C[C@@H](CCC1)NC(OC(C)(C)C)=O)C1=CN=C2N1CC(C2)(C)C